FC1=C(C=C2N=CC(=NC2=C1)C(F)(F)F)C=1C=C2C(=CN1)N(N=C2)CC(C(F)(F)F)(F)F 7-fluoro-6-[1-(2,2,3,3,3-pentafluoropropyl)pyrazolo[3,4-c]pyridin-5-yl]-2-(trifluoromethyl)quinoxaline